FC1=C2C=C(N(C2=CC=C1CN1CCC2(CN(C2)C2=NC=NC3=CC=C(C=C23)CC(F)(F)F)CC1)CC(C)N1CCN(CC1)S(=O)(=O)C)C#N 4-fluoro-1-[2-(4-methyl-sulfonylpiperazin-1-yl)propyl]-5-[[2-[6-(2,2,2-trifluoroethyl)quinazolin-4-yl]-2,7-diazaspiro[3.5]nonan-7-yl]methyl]indole-2-carbonitrile